Benzyl (2-(2-(2-(2-(3-((8-carbamoyl-5-(methylthio)imidazo[1,2-c]pyrimidin-7-yl)amino)-5-methoxyphenoxy)ethoxy)ethoxy)ethoxy)ethyl)carbamate C(N)(=O)C=1C=2N(C(=NC1NC=1C=C(OCCOCCOCCOCCNC(OCC3=CC=CC=C3)=O)C=C(C1)OC)SC)C=CN2